tert-butyl (3-(5-(cis-3-((tert-butyldiphenylsilyl)oxy)cyclobutyl)isoxazol-3-yl)bicyclo[1.1.1]pentan-1-yl)carbamate [Si](C1=CC=CC=C1)(C1=CC=CC=C1)(C(C)(C)C)O[C@H]1C[C@H](C1)C1=CC(=NO1)C12CC(C1)(C2)NC(OC(C)(C)C)=O